BrC=1N=NN(C1Br)C 4,5-dibromo-1-methyl-1H-1,2,3-triazole